O1CC(CC1)C1(CCNCC1)O 4-(tetrahydrofuran-3-yl)piperidin-4-ol